1-(6-((1-methyl-6-((5-methylthiazol-2-yl)amino)-1H-pyrrolo[3,2-c]pyridin-4-yl)oxy)-1-azaspiro[3.3]heptan-1-yl)prop-2-en-1-one CN1C=CC=2C(=NC(=CC21)NC=2SC(=CN2)C)OC2CC1(CCN1C(C=C)=O)C2